CC1(C(NC2=CC=CC(=C2N1)C=1C2=C(C(N(C1)C)=O)NC=C2)=O)C 3,3-dimethyl-5-(6-methyl-7-oxo-6,7-dihydro-1H-pyrrolo[2,3-c]pyridin-4-yl)-3,4-dihydroquinoxalin-2(1H)-one